C(C)(C)(C)OC(=O)N1CCN(CC1)C(C1=C(C=C(C=C1)NC(=O)C=1N(C(=CN1)C1=C(C(=C(C=C1)OC)F)F)C)C)=O 4-[4-[[5-(2,3-difluoro-4-methoxy-phenyl)-1-methyl-imidazole-2-carbonyl]amino]-2-methyl-benzoyl]piperazine-1-carboxylic acid tert-butyl ester